4-((1S,4s)-4-((R)-1-(6-chloro-3-methoxy-2H-indazol-2-yl)ethyl)cyclohexyl)-6-fluoroquinoline ClC=1C=CC2=C(N(N=C2C1)[C@@H](C)C1CCC(CC1)C1=CC=NC2=CC=C(C=C12)F)OC